[N+](=O)([O-])C=1C=CC(=NC1)C(=O)O 5-Nitropicolinic acid